C(C1=CC=CC=C1)N1N=CC(=C1)C(=O)N1CC2(CN(C2)C(=O)[C@@H]2C(C2)(C)C)[C@@H](C1)C(=O)ON1C(CCC1=O)=O 2,5-dioxopyrrolidin-1-yl (S)-6-(1-benzyl-1H-pyrazole-4-carbonyl)-2-((S)-2,2-dimethylcyclopropane-1-carbonyl)-2,6-diazaspiro[3.4]octane-8-carboxylate